5,7-Dihydroxypyrazolo[1,5-a]pyrimidine-2-carboxylic acid ethyl ester C(C)OC(=O)C1=NN2C(N=C(C=C2O)O)=C1